S(C)(=O)(=O)O.C(C)(C)(C)C1=NC(=C(N1)C1=CC=C2C(=N1)N(C(=N2)N)CC(C)(C)C)C2=CC=CC=C2 5-(2-tert-butyl-5-phenyl-3H-imidazol-4-yl)-3-(2,2-dimethylpropyl)-3H-imidazo[4,5-b]pyridin-2-ylamine mesylate